C(C(C)C)(=O)N1C(=NC(=C1)C1=CC=C(C=C1)C)C1N(CCCC1)C(C(C)C)=O 1-(2-(1-isobutyryl-4-(p-tolyl)-1H-imidazol-2-yl)piperidin-1-yl)-2-methylpropan-1-one